N1(C=NC=C1)CCCNC(C(CCSCCC(OCCCCCCCCCCCCC)=O)NC(CCCCC(CCSCCC(=O)[O-])SCCC(=O)[O-])=O)=O 3,3'-((8-((1-((3-(1H-imidazol-1-yl)propyl)amino)-1-oxo-4-((3-oxo-3-(tridecyloxy)propyl)thio)butan-2-yl)amino)-8-oxooctane-1,3-diyl)bis(sulfanediyl))dipropionate